FC=1C=C(C=CC1)[C@H](CNCCC(C)(C)C1CCC(CC1)OC)O (R)-1-(3-Fluorophenyl)-2-((3-((1s,4S)-4-methoxycyclohexyl)-3-methylbutyl)-amino)ethan-1-ol